FC=1C=C(CO[C@H]2[C@@H](SC=3C(=NC=C(C3)Cl)C#N)O[C@@H]([C@@H]([C@@H]2N2N=NC(=C2)C=2SC=CN2)O)CO)C=C(C1O)F 5-Chloro-2-cyanopyridin-3-yl 3-deoxy-2-O-(3,5-difluoro-4-hydroxybenzyl)-3-[4-(2-thiazolyl)-1H-1,2,3-triazol-1-yl]-1-thio-α-D-galactopyranoside